COC1=C(C=CC(=C1)C2=[O+]C3=CC(=CC(=C3C=C2O[C@H]4[C@@H]([C@H]([C@@H]([C@H](O4)CO)O)O)O)O)O)O The molecule is an anthocyanin cation that is the 3-O-beta-D-glucoside of peonidin (methylcyanidin). It has a role as an antioxidant and a plant metabolite. It is an anthocyanin cation, a beta-D-glucoside and a monosaccharide derivative. It derives from a peonidin. It is a conjugate acid of a peonidin 3-O-beta-D-glucoside betaine.